6-[3-(3-t-butyl-4-hydroxy-5-methylphenyl)propoxy]-2,4,8,10-tetra-tert-butyldibenzo[d,f][1,3,2]Dioxaphosphepine C(C)(C)(C)C=1C=C(C=C(C1O)C)CCCOP1OC2=C(C3=C(O1)C(=CC(=C3)C(C)(C)C)C(C)(C)C)C=C(C=C2C(C)(C)C)C(C)(C)C